(S)-tert-butyl 2-methyl-4-(2-(4-(2-(trifluoromethyl)benzoyl)-1H-pyrrol-2-yl)-1H-benzo[d]imidazol-6-yl)piperazine-1-carboxylate C[C@@H]1N(CCN(C1)C=1C=CC2=C(NC(=N2)C=2NC=C(C2)C(C2=C(C=CC=C2)C(F)(F)F)=O)C1)C(=O)OC(C)(C)C